C1(CCCC1)NC1=NC(=NC2=CC(=C(C=C12)OC)OCCCN1CCCC1)N1CCC(CC1)(F)F N-cyclopentyl-2-(4,4-difluoropiperidin-1-yl)-6-methoxy-7-(3-(pyrrolidin-1-yl)propoxy)quinazolin-4-amine